IC=1N=C(N(N1)C1=NC=C(C=C1)C(=O)N1CCOCC1)C(C)NC(C1=CC(=CC(=C1)C(F)(F)F)C(F)(F)F)=O N-[1-[5-Iodo-2-[5-(morpholine-4-carbonyl)-2-pyridyl]-1,2,4-triazol-3-yl]ethyl]-3,5-bis(trifluoromethyl)benzamide